O1C(C1)C(=O)[O-] oxirane-2-carboxylate